N-(2-carbamoyl-4-chloro-6-methyl-phenyl)-2-(3-chloro-2-pyridyl)-5-[[5-(trifluoromethyl)tetrazol-2-yl]methyl]pyrazole-3-carboxamide C(N)(=O)C1=C(C(=CC(=C1)Cl)C)NC(=O)C=1N(N=C(C1)CN1N=C(N=N1)C(F)(F)F)C1=NC=CC=C1Cl